NC1=NC=C(C#N)C(=C1)NC1CC(C1)OC 6-amino-4-((3-methoxycyclobutyl)amino)nicotinonitrile